C1(CC1)CC(C(C(=O)OC)CC(=O)C1=CC=C(C=C1)F)=O methyl 4-cyclopropyl-2-(2-(4-fluorophenyl)-2-oxoethyl)-3-oxobutanoate